N-((2-(4-carbamoylphenyl)thiazol-5-yl)methyl)-11-oxo-10,11-dihydrodibenzo[b,f][1,4]thiazepine-8-carboxamide 5,5-dioxide C(N)(=O)C1=CC=C(C=C1)C=1SC(=CN1)CNC(=O)C1=CC2=C(S(C3=C(C(N2)=O)C=CC=C3)(=O)=O)C=C1